ClC1=C(C=CC2=C1N(C(=N2)CN2[C@@H]1CC[C@@H]1N(CC2)C2=NC(=CC=C2)OCC2=C(C=C(C=C2)C#N)F)C[C@@H]2OCC2)C(=O)OC |o1:12,15,37| rel-Methyl 7-chloro-2-(((1R,6S)-5-(6-((4-cyano-2-fluorobenzyl)oxy)pyridin-2-yl)-2,5-diazabicyclo[4.2.0]octan-2-yl)methyl)-1-(((R)-oxetan-2-yl)methyl)-1H-benzo[d]imidazole-6-carboxylate